N1(C(CCC1)=O)C(=O)OC1CC(CCC1C(C)C)C Menthyl pyrrolidoncarboxylat